6-chloro-5-(6-(1,1-dioxido-1-thia-6-azaspiro[3.3]heptan-6-yl)-2-methoxypyridin-3-yl)-1H-indole-3-carboxylic acid ClC1=C(C=C2C(=CNC2=C1)C(=O)O)C=1C(=NC(=CC1)N1CC2(CCS2(=O)=O)C1)OC